2-(8-bromo-3,6-dimethyl-4-oxo-3,4-dihydroquinazolin-2-yl)-2-methylpropanenitrile BrC=1C=C(C=C2C(N(C(=NC12)C(C#N)(C)C)C)=O)C